ClC1=CC=C(C(=N1)C(=O)O)NC(C)C=1C=C(C=C2C(N(C(=NC12)N1CCC(CC1)(C)C)C)=O)C 6-Chloro-3-((1-(2-(4,4-dimethylpiperidin-1-yl)-3,6-dimethyl-4-oxo-3,4-dihydro-quinazolin-8-yl)ethyl)amino)picolinic acid